F[Cu] fluoro-copper